3-(2-cyanoacetamido)-6-cyanopyridinecarboxylic acid ethyl ester C(C)OC(=O)C1=NC(=CC=C1NC(CC#N)=O)C#N